3-hydroxy-butanone OC(C(C)=O)C